2-(4-(4-(tert-Butyl)phenyl)but-3-en-2-yl)pyridine C(C)(C)(C)C1=CC=C(C=C1)C=CC(C)C1=NC=CC=C1